6-[2-[(2S)-2-methylazetidin-1-yl]-6,7-dihydro-5H-cyclopenta[d]pyrimidin-4-yl]-2,3-dihydrobenzofuran-3-amine C[C@@H]1N(CC1)C=1N=C(C2=C(N1)CCC2)C2=CC1=C(C(CO1)N)C=C2